CC1=C(C=C(C=C1)NC(C1=CC(=NC=C1)C(F)(F)F)=O)[N+](=O)[O-] N-(4-methyl-3-nitrophenyl)-2-(trifluoromethyl)isonicotinamide